C(CCCCCCCCCCCCCCCCCCCCC)N.[Na] sodium behenyl-amine